[2-[2-(2-methoxyethoxy)ethoxy]ethyl]phosphonic acid ethyl ester C(C)OP(O)(=O)CCOCCOCCOC